N4-(5-methoxy-2-methylphenyl)-5-(trifluoromethyl)pyrimidine-2,4-diamine COC=1C=CC(=C(C1)NC1=NC(=NC=C1C(F)(F)F)N)C